CN(C(=O)C=1N=CC=2N(C1)C=CN2)C=2C=NC=CC2 N-methyl-N-(3-pyridyl)imidazo[1,2-a]pyrazine-6-carboxamide